C(C)(=O)C1=CC=C(O1)C(=O)NC(=O)N (5-acetyl-2-furoyl)aminocarboxamide